4-(3-phenylisoxazolidin-2-yl)-5-(trifluoromethyl)-N-(4-(trifluoromethyl)phenyl)pyrimidin-2-amine C1(=CC=CC=C1)C1N(OCC1)C1=NC(=NC=C1C(F)(F)F)NC1=CC=C(C=C1)C(F)(F)F